CN(C1(CCC2(CN(C(N2CC2(CCC2)O)=O)C2=C(C(=O)N)C=CC=C2)CC1)C1=CC=CC=C1)C cis-2-[8-dimethylamino-1-[(1-hydroxy-cyclobutyl)-methyl]-2-oxo-8-phenyl-1,3-diazaspiro[4.5]decan-3-yl]-benzamide